COC(=O)[C@@H]1CN(CCN1)C(=O)OC(C)(C)C (3S)-piperazine-1,3-dicarboxylic acid O1-tert-butyl ester O3-methyl ester